N-[4-[[3-[2-(1r,4r)-[(4-Aminocyclohexyl)amino]pyrimidin-4-yl]-4-pyridyl]oxy]-3-fluorophenyl]adamant-1-ylsulfonamide NC1CCC(CC1)NC1=NC=CC(=N1)C=1C=NC=CC1OC1=C(C=C(C=C1)NS(=O)(=O)C12CC3CC(CC(C1)C3)C2)F